CC=1C(=NC=NC1C)N1CC(CCC1)(CCCC1=CC=CC=C1)CO (1-(5,6-Dimethylpyrimidin-4-yl)-3-(3-phenylpropyl)piperidin-3-yl)methanol